tert-butyl (2R,4S)-2-(tert-butyl)-4-((R)-4-((1-(4-formylphenyl)-2-oxo-1,2-dihydropyrimidin-4-yl)carbamoyl)-3-methylpiperazine-1-carbonyl)-4-methyloxazolidine-3-carboxylate C(C)(C)(C)[C@H]1OC[C@@](N1C(=O)OC(C)(C)C)(C)C(=O)N1C[C@H](N(CC1)C(NC1=NC(N(C=C1)C1=CC=C(C=C1)C=O)=O)=O)C